OC=1C(=NC=C(C1)NC1=NN(C(=C1)C1=NC=C(C=C1)C(F)(F)F)C)C(N)=N hydroxy-5-((1-methyl-5-(5-(trifluoromethyl)pyridin-2-yl)-1H-pyrazol-3-yl)amino)picolinimidamide